OC1=C(C=CC=C1)C=1N=NC2=CC(=CC=C2C1)C1CC2(CN(C2)C=2N=NN(C2)C(C(=O)O)C(C)C)C1 2-(4-{6-[3-(2-hydroxyphenyl)cinnolin-7-yl]-2-azaspiro[3.3]heptan-2-yl}-1,2,3-triazol-1-yl)-3-methylbutanoic acid